C12(CC3CC(CC(C1)C3)C2)NCCCCCCCNC2=C3C(N(C(=NC3=CC=C2)CCCC)C2C(NC(CC2)=O)=O)=O 3-(5-((7-(((1s,3s)-adamantan-1-yl)amino)heptyl)amino)-2-butyl-4-oxoquinazolin-3(4H)-yl)piperidine-2,6-dione